C(C)N(C(C=CC=1SC=CC1)=O)CC=1SC=CC1 N-ethyl-3-(thiophen-2-yl)-N-(thiophen-2-ylmethyl)acrylamide